CC=1N(C=CN1)C1=CC=C(C=C1)CN (4-(2-methyl-1H-imidazol-1-yl)phenyl)methanamine